4-Trifluoromethyl-2-cyanopyrimidine FC(C1=NC(=NC=C1)C#N)(F)F